C(C)(C)(C)OC(=O)N1CCC2(C(C2C2=NC=3C(=NC(=CC3)C(=O)OC)N2C[C@H]2OCC2)(F)F)CC1 methyl 2-(6-(tert-butoxycarbonyl)-2,2-difluoro-6-azaspiro[2.5]octan-1-yl)-3-(((S)-Oxetan-2-yl)methyl)-3H-imidazo[4,5-b]pyridine-5-carboxylate